C(C)(C)[Si](C=1C=NC=CC1)(C(C)C)C(C)C 3-triisopropylsilyl-pyridine